C(CCC)[C@]1(CS(C2=C(N(C1)C1=CC=C(C=C1)O)C=C(C(=C2)OCC(=O)O)SC)(=O)=O)CC (R)-2-((3-butyl-3-ethyl-5-(4-hydroxyphenyl)-7-(methylsulfanyl)-1,1-dioxido-2,3,4,5-tetrahydro-1,5-benzothiazepin-8-yl)oxy)acetic acid